1-benzyl-6-chloro-5-oxo-7-(((S)-3-phenylpiperidin-1-yl)methyl)-8-(3-(trifluoromethyl)phenyl)-1,2,3,5-tetrahydroimidazo[1,2-a]pyridine-3-carboxylic acid C(C1=CC=CC=C1)N1CC(N2C1=C(C(=C(C2=O)Cl)CN2C[C@@H](CCC2)C2=CC=CC=C2)C2=CC(=CC=C2)C(F)(F)F)C(=O)O